OCCC1CC(CCC1)CCO 1,3-bis(hydroxyethyl)-cyclohexan